2-[2-hydroxy-3-tert-butyl-5-(3-methacryloxypropyl)phenyl]-5-chlorobenzotriazole OC1=C(C=C(C=C1C(C)(C)C)CCCOC(C(=C)C)=O)N1N=C2C(=N1)C=CC(=C2)Cl